C1(=CC=CC=C1)C(=C)C1(CCCC1)O 1-(1-Phenylvinyl)cyclopentan-1-ol